4-(4-methoxy-6-(quinolin-3-yl)pyrimidin-2-yl)piperazine-1-carboxylic acid tert-butyl ester C(C)(C)(C)OC(=O)N1CCN(CC1)C1=NC(=CC(=N1)OC)C=1C=NC2=CC=CC=C2C1